1-({(5S,7S)-7-methyl-3-[3-(1-methylethyl)-5-isoxazolyl]-2-oxo-1-oxa-3-azaspiro[4.5]dec-7-yl}methyl)-1H-benzimidazole-6-carbonitrile C[C@]1(C[C@]2(CN(C(O2)=O)C2=CC(=NO2)C(C)C)CCC1)CN1C=NC2=C1C=C(C=C2)C#N